N-[3-chloro-4-(2,2-difluoropropoxy)-2-fluoro-phenyl]-6-[(3S)-pyrrolidin-3-yl]oxy-pyrido[3,2-d]pyrimidin-4-amine ClC=1C(=C(C=CC1OCC(C)(F)F)NC=1C2=C(N=CN1)C=CC(=N2)O[C@@H]2CNCC2)F